2-(2,6-dimethylpyridin-4-yl)-6-(4-(4-isobutylpiperazin-1-yl)phenyl)-1,4-dimethyl-1H-imidazo[4,5-c]pyridine CC1=NC(=CC(=C1)C=1N(C2=C(C(=NC(=C2)C2=CC=C(C=C2)N2CCN(CC2)CC(C)C)C)N1)C)C